N-(3-(methylsulfonyl)propyl)-4-morpholino-2-(4-(m-tolyl)-1H-pyrazol-1-yl)furo[3,2-d]pyrimidine-6-carboxamide CS(=O)(=O)CCCNC(=O)C1=CC=2N=C(N=C(C2O1)N1CCOCC1)N1N=CC(=C1)C=1C=C(C=CC1)C